5-bromo-4-chloro-3-indolyl α-glucopyranoside O([C@@H]1[C@H](O)[C@@H](O)[C@H](O)[C@H](O1)CO)C1=CNC2=CC=C(C(=C12)Cl)Br